C1=NN=CC2=CC=C3C(=C12)C=CC=C3 benzophthalazine